ClC=1C=CC(=C(C1)C=1C(=NN(C(C1)=O)C(C(=O)NC1=CC=C(C(=O)O)C=C1)CC1=CC=CC=C1)OC)C(CC)=O 4-(2-(4-(5-chloro-2-propionylphenyl)-3-methoxy-6-oxopyridazin-1(6H)-yl)-3-phenylpropionamido)benzoic acid